N(=[N+]=[N-])[C@@H]1[C@H](CN(CC1)C(=O)OC(C)(C)C)O tert-Butyl (3S,4S)-4-azido-3-hydroxy-piperidine-1-carboxylate